(2S,4R)-4-[tert-butyl(dimethyl)silyl]oxy-N-[(1S)-1-(4-ethynylphenyl)ethyl]pyrrolidine-2-carboxamide [Si](C)(C)(C(C)(C)C)O[C@@H]1C[C@H](NC1)C(=O)N[C@@H](C)C1=CC=C(C=C1)C#C